BrC=1C=CC=2N(C1)C(=C(N2)CC)N 6-Bromo-2-ethyl-imidazo[1,2-a]pyridin-3-ylamine